C(C1=CC=CC=C1)OC1=C(N2C(C3=C(C=CC=C13)Br)=NC(=N2)C)C(=O)NCC(=O)OCC ethyl 2-[(6-benzyloxy-10-bromo-2-methyl-[1,2,4]triazolo[5,1-a]isoquinoline-5-carbonyl)amino]acetate